methyl 3-[4-(6-nitro-3-pyridyl)piperazin-1-yl]bicyclo[1.1.1]pentane-1-carboxylate [N+](=O)([O-])C1=CC=C(C=N1)N1CCN(CC1)C12CC(C1)(C2)C(=O)OC